CC1(C2(CN(CC(C(N1C)C=1N=CSC1)C2=O)C)C)C=2N=CSC2 dimethyl-2,4-di(thiazol-4-yl)-3,7-dimethyl-3,7-diaza-bicyclo[3.3.1]nonan-9-one